S1C=NC2=C1C=C(C=C2)C2=CC(=NC(=N2)C)NC(C)C=2C=C(C=CC2)N2N=CC=C2 N-[3-(1-{[6-(1,3-benzothiazol-6-yl)-2-methylpyrimidin-4-yl]amino}ethyl)phenyl]-1H-pyrazole